ClC1=CC=C2C(=N1)C(=CN2)NC2=NC1=C(N2CCOC)C(=CC(=C1)F)F N-(5-chloro-1H-pyrrolo[3,2-b]pyridin-3-yl)-5,7-difluoro-1-(2-methoxyethyl)-1H-benzo[d]imidazole-2-amine